2-((2-((4-(4-(4-(4-(2,4-dioxotetrahydropyrimidin-1(2H)-yl)benzyl)piperazin-1-yl)piperidin-1-yl)-2-methoxyphenyl)amino)-5-(trifluoromethyl)pyridin-4-yl)amino)-N-methylbenzamide O=C1N(CCC(N1)=O)C1=CC=C(CN2CCN(CC2)C2CCN(CC2)C2=CC(=C(C=C2)NC2=NC=C(C(=C2)NC2=C(C(=O)NC)C=CC=C2)C(F)(F)F)OC)C=C1